O=C1N(C(C=C1)=O)CCNC(CCOCCOCCC(=O)ON1C(CCC1=O)=O)=O 2,5-dioxopyrrolidin-1-yl 3-(2-(3-((2-(2,5-dioxo-2,5-dihydro-1H-pyrrol-1-yl)ethyl)amino)-3-oxopropoxy)ethoxy)propanoate